COC(C1=CN=C(C=C1)COC=1C=2N(C=CN1)C=CN2)=O 6-((imidazo[1,2-a]pyrazin-8-yloxy)methyl)nicotinic acid methyl ester